C(C)(C)(C)OC([C@H](CCC(=O)O)NC(=O)N[C@H](C(=O)OC(C)(C)C)CCC(=O)OC(C)(C)C)=O (s)-5-(tert-butoxy)-4-(3-((s)-1,5-di-tert-butoxy-1,5-dioxopentan-2-yl)ureido)-5-oxopentanoic acid